CC1(C=NC2=C(C=CC=C2N1)C)C 3,3,8-trimethyl-3,4-dihydroquinoxaline